FC(CCCCOC(CCC(=O)OCCCCCCBr)OCCCCC(C(F)(F)F)(F)F)(C(F)(F)F)F 6-bromohexyl 4,4-bis((5,5,6,6,6-pentafluorohexyl)oxy)butanoate